8-(3,5-difluorophenyl)-N-(2,3-dihydro-1,4-benzoxazin-4-yl)-7-fluoro-4-morpholino-quinoline-3-carboxamide FC=1C=C(C=C(C1)F)C=1C(=CC=C2C(=C(C=NC12)C(=O)NN1CCOC2=C1C=CC=C2)N2CCOCC2)F